3,3-dimethyl-5-(piperidin-4-yl)-3,7-dihydrofuro[2,3-b]pyridin-6(2H)-one hydrochloride Cl.CC1(COC=2NC(C(=CC21)C2CCNCC2)=O)C